5-amino-2-oxopentanoic acid NCCCC(C(=O)O)=O